3-(4-methoxybenzylidene)isobenzofuran-1(3H)-one COC1=CC=C(C=C2OC(C3=CC=CC=C23)=O)C=C1